NC=1C=C2CCC(NC2=CC1)=O 6-amino-3,4-dihydro-quinolin-2(1H)-one